(7-(2-(4-(6-Fluorobenzo[b]thiophen-4-yl)piperazin-1-yl)ethyl)-2-oxo-3,4-dihydroquinolin-1(2H)-yl)methyl methyl carbonate C(OCN1C(CCC2=CC=C(C=C12)CCN1CCN(CC1)C1=CC(=CC=2SC=CC21)F)=O)(OC)=O